FC=1C=C(C(C(=O)O)(O)C2=CC(=CC=C2)F)C=CC1 3,3'-difluorobenzilic acid